BrC=1C=C2CCC(C2=CC1)NS(=O)(=O)C1=CC=C(C=C1)C N-(5-bromo-2,3-dihydro-1H-inden-1-yl)-4-methylbenzenesulfonamide